C(C)(C)(C)C(CCO)CCO 3-tert-butyl-1,5-pentanediol